docosahexenoyl alcohol C(C=CC=CC=CC=CC=CC=CCCCCCCCCC)(=O)O